C(=O)(OC(C)(C)C)N([C@@H](C)C(=O)O)C1CCCCC1 N-Boccyclohexylalanine